Cl.F[C@@H]1CN(CC1)CCN (S)-2-(3-fluoropyrrolidin-1-yl)ethan-1-amine hydrochloride